2-(5-methyl-2,3-dihydro-1H-indene-1-ylidene)acetonitrile CC=1C=C2CCC(C2=CC1)=CC#N